C(N)(=N)C1=CC(=C(CNC2=NC(=NC(=C2)OCC=2N=C3N(C=C(C=C3)C3CC3)C2)C(=O)OCC)C(=C1)C)C ethyl 4-(4-carbamimidoyl-2,6-dimethylbenzylamino)-6-((6-cyclopropylimidazo[1,2-a]pyridin-2-yl)methoxy)pyrimidine-2-carboxylate